(S)-3-(1-(4-chloronaphthalen-2-yl)pyrrolidin-2-yl)-2-fluorobenzoic acid ClC1=CC(=CC2=CC=CC=C12)N1[C@@H](CCC1)C=1C(=C(C(=O)O)C=CC1)F